ClC=1C=C2N=CC(=NC2=CC1)C1=CC=C(C=C1)NS(=O)(=O)C(F)(F)F N-(4-(6-chloroquinoxalin-2-yl)phenyl)-1,1,1-trifluoromethanesulfonamide